CC(C(O)O)(CC(C)(C)C)C 2,4-dimethyl-2,4-dimethylpentanediol